tri-calcium silicate [Si]([O-])([O-])([O-])[O-].[Ca+2].[Ca+2].[Ca+2]